ClC=1C=C(C=CC1F)NC1=NC=NC2=CC(=C(C=C12)NC(C=C)=O)OCCCN1CCN(CC1)CCCNC1=C2C(N(C(C2=CC=C1)=O)C1C(NC(CC1)=O)=O)=O N-(4-((3-chloro-4-fluorophenyl)amino)-7-(3-(4-(3-((2-(2,6-dioxopiperidin-3-yl)-1,3-dioxoisoindolin-4-yl)amino)propyl)piperazin-1-yl)propoxy)quinazolin-6-yl)acrylamide